2-chloro-5-oxo-7-phenylethyl-7,8-dihydro-1,6-naphthyridin ClC1=NC=2CC(NC(C2C=C1)=O)CCC1=CC=CC=C1